3-(6-chloro-5-fluoropyridin-3-yl)-5-((R)-1-(3,5-dichloropyridin-4-yl)ethoxy)-1-(tetrahydro-2H-pyran-2-yl)-1H-pyrazolo[4,3-b]pyridine ClC1=C(C=C(C=N1)C1=NN(C=2C1=NC(=CC2)O[C@H](C)C2=C(C=NC=C2Cl)Cl)C2OCCCC2)F